O=C1NC(CCC1NC=1C=C(CN2CCC(CC2)C2=CC(=C(C=C2C)NC2=NC=C(C(=C2)NC2=C(C(=O)NC)C=CC=C2)C(F)(F)F)OC(C)C)C=CC1)=O 2-((2-((4-(1-(3-((2,6-dioxopiperidin-3-yl)amino)benzyl)piperidin-4-yl)-2-isopropoxy-5-methylphenyl)amino)-5-(trifluoromethyl)pyridin-4-yl)amino)-N-methylbenzamide